t-Butyl-Hydroxyanisole C(C)(C)(C)C=1C(=C(C=CC1)OC)O